COC1=CC=C(C=C1)N(C=1C=C2CCC[C@H](C2=CC1)CNC=1C=NC=CC1C(=O)O)C 3-({[(1R)-6-[(4-methoxyphenyl)(methyl)amino]-1,2,3,4-tetrahydronaphthalen-1-yl]methyl}amino)pyridine-4-carboxylic acid